4-(1-(tert-butylsulfonyl)-5,5-dimethylpyrrolidin-3-yl)-7-chloro-3,4-dihydro-2H-benzo[b][1,4]oxazine C(C)(C)(C)S(=O)(=O)N1CC(CC1(C)C)N1C2=C(OCC1)C=C(C=C2)Cl